BrC=1C=CC=C2C=C(N=CC12)C1=CC=C(O[C@H]2CN(CC2)C(=O)OC(C)(C)C)C=C1 tert-Butyl (R)-3-(4-(8-bromoisoquinolin-3-yl)phenoxy)pyrrolidine-1-carboxylate